(1aS,7bR)-2-hydroxy-5-({1-[(4S)-4-hydroxy-L-prolyl]azetidin-3-yl}oxy)-1,1a,2,7b-tetrahydrocyclopropa[c][1,2]benzoxaborinine-4-carboxylic acid OB1OC2=C([C@H]3[C@@H]1C3)C=CC(=C2C(=O)O)OC2CN(C2)C([C@H]2NC[C@H](C2)O)=O